3-(N-((1,2,3,5,6,7-hexahydro-s-indacen-4-yl)carbamoyl)sulfamoyl)-1-isopropyl-1H-pyrazole C1CCC2=C(C=3CCCC3C=C12)NC(=O)NS(=O)(=O)C1=NN(C=C1)C(C)C